benzyl 4-[rac-(2S,4R)-1-tert-butoxycarbonyl-4-hydroxy-pyrrolidine-2-carbonyl]piperazine-1-carboxylate C(C)(C)(C)OC(=O)N1[C@@H](C[C@H](C1)O)C(=O)N1CCN(CC1)C(=O)OCC1=CC=CC=C1 |r|